6-bromo-N-(2-fluoro-4-methoxyphenyl)quinazolin-4-amine BrC=1C=C2C(=NC=NC2=CC1)NC1=C(C=C(C=C1)OC)F